BrC=1C=C(CC2=NNC(C3=CC=C(C=C23)F)=O)C=CC1F 4-(3-bromo-4-fluorobenzyl)-6-fluorophthalazin-1(2H)-one